tert-butyl 3-isopropyl-2-(8-methyl-[1,2,4]triazolo[1,5-a]pyridin-6-yl)-5-(2-((methylsulfonyl)oxy)ethoxy)-1H-indole-1-carboxylate C(C)(C)C1=C(N(C2=CC=C(C=C12)OCCOS(=O)(=O)C)C(=O)OC(C)(C)C)C=1C=C(C=2N(C1)N=CN2)C